FC1=CC2=C(NC(CCC2=O)=O)C=C1 7-fluoro-3,4-dihydro-1H-benzo[b]azepine-2,5-dione